Cl.C1COCCC12CCN(CC2)C=2C=C(C=CC2)S(=O)(=O)N2C=C(C=C2C2=C(C=CC=C2)F)CNC 1-(1-((3-(3-oxa-9-azaspiro[5.5]undec-9-yl)phenyl)sulfonyl)-5-(2-fluorophenyl)-1H-pyrrol-3-yl)-N-methyl-methylamine hydrochloride